2-(1H-Imidazo[4,5-b]pyridin-6-yl)-8-oxo-9-(2-(trifluoromethyl)phenyl)-8,9-dihydro-7H-purine N1C=NC2=NC=C(C=C21)C2=NC=C1NC(N(C1=N2)C2=C(C=CC=C2)C(F)(F)F)=O